N[C@@H](C(=O)NC1=CC2=C3C(C=NNC2=O)=C(NC3=C1)C=1C=NN(C1)C)C1CCCCC1 (alphaR)-alpha-amino-N-[5,6-dihydro-2-(1-methyl-1H-pyrazol-4-yl)-6-oxo-1H-pyrrolo[4,3,2-ef][2,3]Benzodiazepine-8-yl]Cyclohexaneacetamide